C(#C)C1CCN(CC1)CCCCC(=O)OCC ethyl 5-(4-ethynyl-1-piperidyl)pentanoate